C(C=C)(=O)N1C[C@H](N(CC1)CC1=CC=C(C=C1)[C@H](C)NC=1N=CC2=C(N1)N(C(C=C2)=O)CC)C 2-{[(1S)-1-(4-{[(2R)-4-Acryloyl-2-methylpiperazin-1-yl]methyl}phenyl)ethyl]amino}-8-ethylpyrido[2,3-d]pyrimidin-7(8H)-on